C(C)C1=C(C=C(C=C1)N)N 4-ethyl-benzene-1,3-diamine